CC1(OC[C@@H](O1)C(C)N)C ((S)-2,2-dimethyl-1,3-dioxolan-4-yl)ethanamine